5-hydroxy-α-methyltryptamine OC1=CC=C2NC=C(CC(N)C)C2=C1